COC=1C=C(C=CC1C=1C=NN(C1)C)NC=1N=CC2=C(N1)N(C=C2)C=2C=C(C=CC2)NS(=O)(=O)C(C)C N-(3-(2-((3-Methoxy-4-(1-methyl-1H-pyrazol-4-yl)phenyl)amino)-7H-pyrrolo[2,3-d]pyrimidin-7-yl)phenyl)propane-2-sulfonamide